4-(methylsulfonyl)-1-(tetrahydro-2H-pyran-2-yl)-4,5,6,7-tetrahydro-1H-pyrazolo[4,3-b]pyridin-7-amine CS(=O)(=O)N1C2=C(C(CC1)N)N(N=C2)C2OCCCC2